C(C)(C)(C)OC(=O)N1CCN(CC1)C1=C(C=CC(=C1)S(=O)(=O)NNC(C1=CC=C(C=C1)O)=O)[N+](=O)[O-] 4-(5-((2-(4-hydroxybenzoyl)hydrazino)sulfonyl)-2-nitrophenyl)piperazine-1-carboxylic acid tert-butyl ester